tert-butyl 3-(4-((3-methyl-4-((1-methyl-1H-benzo[d]imidazol-5-yl)oxy)phenyl)-amino)-pyrrolo-[2,1-f][1,2,4]triazin-5-yl)azetidine-1-carboxylate CC=1C=C(C=CC1OC1=CC2=C(N(C=N2)C)C=C1)NC1=NC=NN2C1=C(C=C2)C2CN(C2)C(=O)OC(C)(C)C